2-(2-(3-chloro-2-oxoimidazolidin-1-yl)ethoxy)-1-naphthonitrile ClN1C(N(CC1)CCOC1=C(C2=CC=CC=C2C=C1)C#N)=O